C(C)(C)(C)C1=CC=C(C=C1)N(C(=O)[C@@H]1N(C[C@@H](C1)O)C(=O)OC(C)(C)C)C(C(=O)NCCOC)C=1C=NC=CC1 tert-butyl (2R,4R)-2-[(4-tert-butylphenyl)-[2-(2-methoxyethylamino)-2-oxo-1-(3-pyridyl)ethyl]carbamoyl]-4-hydroxy-pyrrolidine-1-carboxylate